(Z)-2-(2-fluoro-3-methoxyphenyl)-2-butenoic acid ethyl ester C(C)OC(\C(=C/C)\C1=C(C(=CC=C1)OC)F)=O